O1C(COCC1)COC1=NC(N2C(C3=CC=C(C=C3CC2)C#CC(C)(C2=CC=CC=C2)O)=C1)=O 2-([1,4]Dioxan-2-ylmethoxy)-9-(3-hydroxy-3-phenyl-but-1-ynyl)-6,7-dihydro-pyrimido[6,1-a]isoquinolin-4-one